4-(hydroxy-phenyl-pyridazin-3-yl-methyl)piperidine-1-carboxylic acid tert-butyl ester C(C)(C)(C)OC(=O)N1CCC(CC1)C(C=1N=NC=CC1)(C1=CC=CC=C1)O